7,9-dimethyl-N-[(4-methylsulfonylphenyl)methyl]pyrido[3',2':4,5]furo[3,2-d]pyrimidin-4-amine CC=1C=C(C2=C(OC3=C2N=CN=C3NCC3=CC=C(C=C3)S(=O)(=O)C)N1)C